CN1CCC(CCC1)C1=CC=2C(=NC=CC2C=2SC3=C(N2)C=C(C=C3)N)S1 (2-(1-methylazepan-4-yl)thieno[2,3-b]pyridin-4-yl)benzo[d]thiazol-5-amine